C(C)(C)(C)C=1C=C2C=3C=CC=CC3NC2=CC1 6-t-butyl-9H-carbazole